5-chloro-2-{4-[(2-methyloxyhexane-4-yl)amino]pyrido[3,4-d]pyridazin-1-yl}phenol ClC=1C=CC(=C(C1)O)C1=C2C(=C(N=N1)NC(CC(C)OC)CC)C=NC=C2